(R)-2-(3-(3-((1-cyanopropyl)carbamoyl)-1H-pyrazol-5-yl)phenyl)-N-(pentan-3-yl)oxazole-5-carboxamide C(#N)[C@@H](CC)NC(=O)C1=NNC(=C1)C=1C=C(C=CC1)C=1OC(=CN1)C(=O)NC(CC)CC